C(C)(C)(C)OC(=O)N1CC2=C(CC1)N(N=C2)C2=NC=C(C=C2)C#N.N2(N=CC=1CNCCC12)C1=NC=C(C#N)C=C1 6-(4,5,6,7-tetrahydro-1H-pyrazolo[4,3-c]pyridin-1-yl)nicotinonitrile tert-butyl-1-(5-cyanopyridin-2-yl)-6,7-dihydro-1H-pyrazolo[4,3-c]pyridine-5(4H)-carboxylate